benzo[d]thiazol-2-ylmethanamine hydrochloride Cl.S1C(=NC2=C1C=CC=C2)CN